FC(C=1C(=C(C=CC1)[C@@H](C)NC=1C2=C(N=C(N1)C)N=C(C(=C2)N2CCN(CC2)C)OC)F)F (R)-N-(1-(3-(difluoromethyl)-2-fluorophenyl)ethyl)-7-methoxy-2-methyl-6-(4-methylpiperazin-1-yl)pyrido[2,3-d]pyrimidin-4-amine